3-(4-{[tert-butyl(dimethyl)silyl]oxy}-1-oxo-1,3-dihydro-2H-isoindol-2-yl)piperidine-2,6-dione [Si](C)(C)(C(C)(C)C)OC1=C2CN(C(C2=CC=C1)=O)C1C(NC(CC1)=O)=O